C(C)(C)(C)OC(CCCCCCN1C(=CC=2C1=NC(=CC2)C=2C(=NC=CC2)NC(=O)OC(C)(C)C)C2=NC1=C(N2C)C(=CC(=C1)C(=O)OC)OC)=O methyl 2-(1-(7-(tert-butoxy)-7-oxoheptyl)-6-(2-((tert-butoxycarbonyl)amino)pyridin-3-yl)-1H-pyrrolo[2,3-b]pyridin-2-yl)-7-methoxy-1-methyl-1H-benzo[d]imidazole-5-carboxylate